Hydroxypyrrolidine C1CCN(C1)O